3,4-bis(di-p-tolylphosphino)-2-phenylthiophene C1(=CC=C(C=C1)P(C1=C(SC=C1P(C1=CC=C(C=C1)C)C1=CC=C(C=C1)C)C1=CC=CC=C1)C1=CC=C(C=C1)C)C